(Z)-1-acetyl-2-((6-(2,6-dimethyl-morpholine-4-carbonyl)quinolin-2-yl)methylene)indolin-3-one C(C)(=O)N1\C(\C(C2=CC=CC=C12)=O)=C/C1=NC2=CC=C(C=C2C=C1)C(=O)N1CC(OC(C1)C)C